FC1=CC=C(C=C1)[C@@H](C(=O)NC1=NC=CC(=C1)C1=C(C2=NC=CC=C2N1)C1=NC=CC=C1)COC |r| (2RS)-2-(4-fluorophenyl)-3-methoxy-N-(4-(3-(pyridin-2-yl)-1H-pyrrolo[3,2-b]pyridin-2-yl)pyridin-2-yl)propanamide